3-(benzylamino)-4,4-difluorobutanol C(C1=CC=CC=C1)NC(CCO)C(F)F